butyl (3-chloro-5-(4-((2-(trimethylsilyl)ethoxy)methyl)-4H-1,2,4-triazol-3-yl)benzyl)(cyclopropyl)carbamate ClC=1C=C(CN(C(OCCCC)=O)C2CC2)C=C(C1)C1=NN=CN1COCC[Si](C)(C)C